2-(tert-Butoxycarbonylthio)-4,6-lutidine C(C)(C)(C)OC(=O)SC1=NC(=CC(=C1)C)C